2-(2-((tert-butyldimethylsilyloxy)ethoxy)ethyl)-1-methyl-1H-benzo[d]imidazole-5-carboxamide [Si](C)(C)(C(C)(C)C)OCCOCCC1=NC2=C(N1C)C=CC(=C2)C(=O)N